5-isopropyl-8-((2R,3S)-2-methyl-3-((methanesulfonyl)methyl)azetidin-1-yl)isoquinoline C(C)(C)C1=C2C=CN=CC2=C(C=C1)N1[C@@H]([C@H](C1)CS(=O)(=O)C)C